C1=CC(=CC=C1O)Br The molecule is a bromophenol containing only hydroxy and bromo substituents that are para to one another. It has a role as a mouse metabolite, a persistent organic pollutant, a human xenobiotic metabolite, a rat metabolite, a human urinary metabolite and a marine metabolite.